ClC1=CC=C(C(=N1)C=1C=C(C2=C(C=NOB2O)C1)Cl)N[C@H](C)C=1C=C(C=C2C(C(=C(OC12)N1CCCCC1)C)=O)C 8-[(1R)-1-[[6-chloro-2-(8-chloro-1-hydroxy-2,3,1-benzoxazaborinin-6-yl)-3-pyridyl]amino]ethyl]-3,6-dimethyl-2-(1-piperidyl)chromen-4-one